N-cyclohexyl-5-((5-fluoropyridin-2-yl)ethynyl)-1H-pyrrolo[2,3-b]Pyridin-4-amine C1(CCCCC1)NC=1C2=C(N=CC1C#CC1=NC=C(C=C1)F)NC=C2